C(CCC)[Sn](C1=CC=C(CCN2C(C=CC2=O)=O)C=C1)(CCCC)CCCC 1-(4-(tributylstannyl)phenethyl)-1H-pyrrole-2,5-dione